1,5-naphthyridin-3-amine N1=CC(=CC2=NC=CC=C12)N